C(C)C1=C2C=CC(=CC2=CC=C1F)C1C2(CC(C1)C2)C(=O)O 5-ethyl-6-fluoronaphthalen-2-yl-bicyclo[2.1.1]hexane-1-carboxylic acid